IC=1C=C2C(=NC=NC2=CC1)NC1=CC(=C(C=C1)CN1CC=2N(CC1)N=CN2)C 6-iodo-N-(3-methyl-4-{5H,6H,8H-[1,2,4]triazolo[1,5-a]pyrazin-7-ylmethyl}phenyl)quinazolin-4-amine